(6-hydroxy-5'-methyl-4-pentyl-2'-(prop-1-en-2-yl)-1',2',3',4'-tetrahydro-[1,1'-biphenyl]-2-yl) methylphosphonate CP(OC1=C(C(=CC(=C1)CCCCC)O)C1C(CCC(=C1)C)C(=C)C)([O-])=O